((S)-1'-(5-amino-3-(2,3-dichlorophenyl)-1,6-naphthyridin-7-yl)-1,3-dihydrospiro[inden-2,4'-piperidin]-1-yl)-2-methylpropan-2-sulfinamide NC1=C2C=C(C=NC2=CC(=N1)N1CCC2(CC1)[C@@H](C1=CC=CC=C1C2)CC(C)(S(=O)N)C)C2=C(C(=CC=C2)Cl)Cl